2-(4,7-dimethoxy-naphthalen-1-yl)-4,6-bis-trichloromethyl-s-triazine COC1=CC=C(C2=CC(=CC=C12)OC)C1=NC(=NC(=N1)C(Cl)(Cl)Cl)C(Cl)(Cl)Cl